COP(OC)N(C)C (dimethoxyphosphino)dimethylamine